4-(benzylsulfanyl)-2-cyclopropoxypyridine copper-zinc-aluminum [Al].[Zn].[Cu].C(C1=CC=CC=C1)SC1=CC(=NC=C1)OC1CC1